ClC=1C=C(C(=O)N[C@@H](C)C2=NC=NN2C2=NC=C(C=C2)N=S2(CCC2)=O)C=C(C1)C(F)(F)F (S)-3-chloro-N-(1-(1-(5-((1-oxido-λ6-thietan-1-ylidene)amino)pyridin-2-yl)-1H-1,2,4-triazol-5-yl)ethyl)-5-(trifluoromethyl)benzamide